C1(CC1)OC1=CC=C(C=N1)N1C[C@@H](CC1)C(=O)N[C@@H]([C@H](O)C1=CC2=C(OCCO2)C=C1)CN1CCCC1 (R)-1-(6-cyclopropoxypyridin-3-yl)-N-((1R,2R)-1-(2,3-dihydrobenzo[b][1,4]dioxin-6-yl)-1-hydroxy-3-(pyrrolidin-1-yl)propan-2-yl)pyrrolidine-3-carboxamide